4-fluoro-2-methyl-benzoic acid FC1=CC(=C(C(=O)O)C=C1)C